CCCCCOC(C)OCC The molecule is a dieter that is 1-pentoxyethane substituted by an ethoxy group at position 1. It has a role as a metabolite.